((5-methoxy-6-((5-methoxypyridin-2-yl)methoxy)pyridin-3-yl)methyl)-1,5-naphthyridine COC=1C=C(C=NC1OCC1=NC=C(C=C1)OC)CC1=NC2=CC=CN=C2C=C1